(5-(4-chloro-3-fluorophenyl)-4-cyclobutyl-1-methyl-1H-pyrazol-3-yl)carbamic acid 3,3-difluoro-cyclobutyl ester FC1(CC(C1)OC(NC1=NN(C(=C1C1CCC1)C1=CC(=C(C=C1)Cl)F)C)=O)F